N-[4-(chlorodifluoromethoxy)phenyl]-6-oxo-1,6-dihydropyridine-3-carboxamide ClC(OC1=CC=C(C=C1)NC(=O)C1=CNC(C=C1)=O)(F)F